CC1=CC(=C(N)C=C1)N1C=CC=C1 4-methyl-2-(1H-pyrrol-1-yl)aniline